N12C[C@H](C(CC1)CC2)N(C(O)=O)[C@@H]2C(CC1=CC(=CC=C21)C2=CC(=CC=C2)C(C)C)(C)C.OC=2C(=CC1=CC=CC=C1C2)C(=O)NC2=CC=C(C=C2)C2=CC=C(N)C=C2 N-(3-hydroxy-2-naphthoyl)benzidine (S)-quinuclidin-3-yl-((R)-5-(3-isopropylphenyl)-2,2-dimethyl-2,3-dihydro-1H-inden-1-yl)carbamate